C(=O)(O)C1=CC=C(C=C1)C1=CC=C(C=C1)C1=NC(=NC(=N1)C1=CC=C(C=C1)C1=CC=C(C=C1)C(=O)O)C1=CC=C(C=C1)C1=CC=C(C=C1)C(=O)O 4'-[4,6-bis(4'-carboxyl-[1,1'-biphenyl]-4-yl)-1,3,5-triazine-2-yl]-[1,1'-biphenyl]-4-carboxylic acid